FC(C1=NC(=NO1)C=1C=C2CC[C@H](C2=CC1)NC(=O)C1=CC(=NO1)O)F (R)-N-(5-(5-(difluoromethyl)-1,2,4-oxadiazol-3-yl)-2,3-dihydro-1H-inden-1-yl)-3-hydroxyisoxazole-5-carboxamide